C(C=1C(C(=O)[O-])=CC(C(=O)[O-])=C(C(=O)OCCCCCCCC(C)C)C1)(=O)OCCCCCCC(C)C iso-nonyl isodecyl pyromellitate